(2,4-dimethoxyphenyl)methaneamine COC1=C(C=CC(=C1)OC)CN